ClC=1C=C(C=CC1)C1=NC(=NC(=N1)C1=CC=CC=C1)C=1C=C(C=CC1)C=1C=C(C=CC1)C=1C(=C(C(=C(C1)C1=CC=CC=C1)C1=CC=CC=C1)C1=CC=CC=C1)C1=CC=CC=C1 2-(3-chlorophenyl)-4-phenyl-6-(4',5',6'-triphenyl-[1,1':2',1'':3'',1'''-quaterphenyl]-3'''-yl)-1,3,5-triazine